(2E,4E,6Z)-3-methyl-7-(5,5,8,8-tetramethyl-3-propoxy-5,6,7,8-tetrahydro-naphthalen-2-yl)-octa-2,4,6-trienoic acid C\C(=C/C(=O)O)\C=C\C=C(\C)/C1=CC=2C(CCC(C2C=C1OCCC)(C)C)(C)C